2,5-dichloro-3-isocyanatothiophene ClC=1SC(=CC1N=C=O)Cl